N1N=NN=C1COC1=CC2=C(C(=CO2)C(=O)NC2=CC(=C(C=C2)OCC2=C(C=C(C=C2)F)Cl)F)C=C1 6-((1H-tetrazol-5-yl)methoxy)-N-(4-((2-chloro-4-fluorobenzyl)oxy)-3-fluorophenyl)benzofuran-3-carboxamide